3-(hydroxypropyl)morpholine OCCCC1NCCOC1